O=C1NC2=C(C=CC=C2C(=C1)C(=O)O)C(F)(F)F 2-Oxo-8-(trifluoromethyl)-1,2-dihydroquinoline-4-carboxylic acid